NC=1C(=NC(=C(N1)F)C1=CC=C(C=C1)N1CCN(CC1)C(C)C)C=1C=C2C=CNC(C2=C(C1)F)=O 6-(3-amino-5-fluoro-6-(4-(4-isopropylpiperazin-1-yl)phenyl)pyrazin-2-yl)-8-fluoroisoquinolin-1(2H)-one